(4S)-5-(6-(4-fluorophenyl)-1H-indole-2-carboxamido)hexane-1,4-diamine chloride [Cl-].FC1=CC=C(C=C1)C1=CC=C2C=C(NC2=C1)C(=O)NC([C@H](CCCN)N)C